3-(3-(4-chloro-6-(pyrrolidin-1-yl)indolin-1-yl)-3-oxopropyl)cyclobutane-1-carboxylic acid ClC1=C2CCN(C2=CC(=C1)N1CCCC1)C(CCC1CC(C1)C(=O)O)=O